N-(5-cyano-4-((2-methoxyethyl)amino)pyridin-2-yl)-4-(pyridine-2-carboxamido)-7-formyl-3,4-dihydro-2,4-methylene-1,8-naphthyridine-1(2H)-carboxamide C(#N)C=1C(=CC(=NC1)NC(=O)N1C2CC(C3=CC=C(N=C13)C=O)(C2)NC(=O)C2=NC=CC=C2)NCCOC